1-(4-(4-chlorobenzyl)-3,4-dihydroquinoxaline-1(2H)-yl)-2-(pyrrolidin-1-yl)ethan-1-one ClC1=CC=C(CN2CCN(C3=CC=CC=C23)C(CN2CCCC2)=O)C=C1